N-(1'-(4-methyl-6-(2,2,2-trifluoroethoxy)pyridin-2-yl)-1',2'-dihydrospiro[cyclopropane-1,3'-pyrrolo[3,2-c]pyridin]-6'-yl)acetamide CC1=CC(=NC(=C1)OCC(F)(F)F)N1CC2(C=3C=NC(=CC31)NC(C)=O)CC2